C1(=CC=CC=C1)N1C2=CC=CC=C2C=2C=C(C=CC12)C1=CC=C(C=C1)C1=C(C=CC=2C3=CC=CC=C3C(C12)(C)C)N [4-(9-phenyl-9H-carbazol-3-yl)phenyl]-9,9-dimethyl-9H-fluoren-2-amine